7-chloro-2-methyl-N-(4-(4-(methylsulfonyl)thiophen-2-yl)-5-(trifluoromethyl)pyrimidin-2-yl)-1,2,3,4-tetrahydroisoquinolin-6-amine ClC1=C(C=C2CCN(CC2=C1)C)NC1=NC=C(C(=N1)C=1SC=C(C1)S(=O)(=O)C)C(F)(F)F